N-acryl-pyrrolidone C(=O)(C=C)N1C(CCC1)=O